(7S)-N-{(1R)-3-(4-hydroxypiperidin-1-yl)-1-[4-(2-oxo-1,3-oxazolidin-3-yl)phenyl]propyl}-7-(trimethylsilyl)-5,6,7,8-tetrahydroacridine-2-carboxamide OC1CCN(CC1)CC[C@H](C1=CC=C(C=C1)N1C(OCC1)=O)NC(=O)C1=CC2=CC=3C[C@H](CCC3N=C2C=C1)[Si](C)(C)C